7-(4-bromobutyl)-7h-dibenzo[c,g]carbazole BrCCCCN1C=2C=CC3=C(C2C=2C4=C(C=CC12)C=CC=C4)C=CC=C3